3-(3,5-dimethyl-1-(3-methyl-[1,2,4]triazolo[4,3-b]pyridazin-6-yl)-1H-pyrazol-4-yl)-1-(4-(pyridin-2-yl)piperazin-1-yl)propan-1-one CC1=NN(C(=C1CCC(=O)N1CCN(CC1)C1=NC=CC=C1)C)C=1C=CC=2N(N1)C(=NN2)C